ClC=1C(=C(C(=NC1)N)[N+](=O)[O-])NC1CCN(CC1)CC1=C(C=C(C=C1)F)F 5-chloro-N4-(1-(2,4-difluorobenzyl)piperidin-4-yl)-3-nitropyridine-2,4-diamine